5-(4-((4-(4-(4-amino-2-cyclopropyl-5-methoxyphenyl)piperazin-1-yl)piperidin-1-yl)methyl-yl)piperidin-1-yl)-2-(2,6-dioxopiperidin-3-yl)isoindoline-1,3-dione NC1=CC(=C(C=C1OC)N1CCN(CC1)C1CCN(CC1)C=C1CCN(CC1)C=1C=C2C(N(C(C2=CC1)=O)C1C(NC(CC1)=O)=O)=O)C1CC1